(4-([METHYL(PYRIDIN-3-YLMETHYL)AMINO]METHYL)PHENYL)BORANEDIOL CN(CC=1C=NC=CC1)CC1=CC=C(C=C1)B(O)O